2-fluoro-1,3-propanedisulfonic acid sodium salt [Na+].FC(CS(=O)(=O)[O-])CS(=O)(=O)[O-].[Na+]